O[C@H]1[C@@H]([C@@H]2[C@@H](OC(C2)=O)C1)\C=C\[C@H]([C@H](C)C1=CC(=CC=C1)C)O (3aR,4R,5R,6aS)-hexahydro-5-hydroxy-4-[(1E,3R,4R)-3-hydroxy-4-(3-methylphenyl)-1-penten-1-yl]-2H-cyclopenta[b]furan-2-one